O(C=1C(C(=C(N(C1)CCCCCCCCCCCCCCCC)C=O)O)=O)C=1C(C(=C(N(C1)CCCCCCCCCCCCCCCC)C=O)O)=O oxybis(N-hexadecyl-2-formyl-3-hydroxypyridin-4-one)